C(C1=CC=CC=C1)(=O)NCCCCC=CNC(C=C)=O N-(6-(benzamido)hex-1-en-1-yl)acrylamide